COC1=C(CCN)C=C(C(=C1)[N+](=O)[O-])OC 2,5-dimethoxy-4-nitrophenethyl-amine